FC1=C(OC2CCC(CC2)(C(=O)OC(C)(C)C)C)C=C(C(=C1)OC)C(N[C@H]1[C@H](CC1)C(NC1=CC(=C(C=C1)F)C(F)(F)F)=O)=O tert-Butyl (1S,4s)-4-(2-fluoro-5-(((1R,2S)-2-((4-fluoro-3-(trifluoromethyl)phenyl)carbamoyl)cyclobutyl)carbamoyl)-4-methoxyphenoxy)-1-methylcyclohexane-1-carboxylate